2-(9-((4-(aminomethyl)phenyl)carbamoyl)-4,5-dihydrobenzo[b]thieno[2,3-d]oxepin-8-yl)-5-((propylamino)methyl)benzoic acid NCC1=CC=C(C=C1)NC(=O)C1=CC2=C(OCCC3=C2SC=C3)C=C1C1=C(C(=O)O)C=C(C=C1)CNCCC